C1N(C[C@H]2CNCC[C@H]21)C=2N=NC(=CN2)C2=C(C=C(C=C2)C=2C=NNC2)O 2-{3-[(3ar,7ar)-octahydro-2H-pyrrolo[3,4-c]pyridin-2-yl]-1,2,4-triazin-6-yl}-5-(1H-pyrazol-4-yl)phenol